FC1=CC=C(C=C1)C1=NN2C(N=CC=C2C2=CC(=C(C(=O)OC)C=C2)OC)=C1 Methyl 4-(2-(4-fluorophenyl)pyrazolo[1,5-a]pyrimidin-7-yl)-2-methoxybenzoate